N-[2-(3-isopropoxy-4-difluoromethoxyphenyl)oxazol-4-ylmethyl]-2,6-dihydroxybenzamide C(C)(C)OC=1C=C(C=CC1OC(F)F)C=1OC=C(N1)CNC(C1=C(C=CC=C1O)O)=O